ClC1=NC=CC(=C1)C(CN)(C)OC 2-(2-chloropyridin-4-yl)-2-methoxypropan-1-amine